OCCC1=CC(=CC=N1)N1C=NC=C1 3-(6-(hydroxyethyl)pyridin-4-yl)imidazole